NC=1C=C(C=C(C1)C(F)(F)F)[C@@H](C)NC1=NN(C(C2=CC=C(C=C12)N1CCN(CC1)C)=O)C (R)-4-((1-(3-Amino-5-(trifluoromethyl)phenyl)ethyl)amino)-2-methyl-6-(4-methylpiperazin-1-yl)phthalazine-1(2H)-one